BrC=1C(=NC(=NC1)NC1=C(C=C(C(=C1)OC)N1CCC(CC1)N1CCN(CC1)C)C)NC=1C=CC=C2CCCC(C12)O 8-((5-Bromo-2-((5-methoxy-2-methyl-4-(4-(4-methylpiperazin-1-yl)piperidin-1-yl)phenyl)amino)pyrimidin-4-yl)amino)-1,2,3,4-tetrahydronaphthalen-1-ol